(4-fluorophenyl)-1-p-toluenesulfonyl-5,6-dihydropyridin-2(1H)-one FC1=CC=C(C=C1)C=1C(N(CCC1)S(=O)(=O)C1=CC=C(C)C=C1)=O